2,2'-(4'-(3-(10H-phenothiazin-10-yl)phenyl)-3,3''-di(10H-phenothiazin-10-yl)-[1,1':2',1''-terphenyl]-3',6'-diyl)bis(benzo[d]oxazole) C1=CC=CC=2SC3=CC=CC=C3N(C12)C=1C=C(C=CC1)C=1C(=C(C(=C(C1)C=1OC2=C(N1)C=CC=C2)C2=CC(=CC=C2)N2C1=CC=CC=C1SC=1C=CC=CC21)C2=CC(=CC=C2)N2C1=CC=CC=C1SC=1C=CC=CC21)C=2OC1=C(N2)C=CC=C1